C1(=C(C(=C(C2=C(C(=C(C(=C12)[2H])[2H])[2H])[2H])[2H])[2H])[2H])OB(O)O (naphthalen-1-yl-d7)boric acid